ClC1=CC=C(C2=CN(N=C12)COCC[Si](C)(C)C)C=1NN=NC1 7-chloro-4-(3H-1,2,3-triazol-4-yl)-2-{[2-(trimethylsilyl)ethoxy]methyl}indazole